(S)-1-((5-(difluoromethyl)-3-fluoro-1H-indazol-7-yl)sulfonyl)azetidine-2-carboxylic acid FC(C=1C=C2C(=NNC2=C(C1)S(=O)(=O)N1[C@@H](CC1)C(=O)O)F)F